FC(C1=NN=C(O1)C1=CC=C(C=C1)C(CCN1CCCC1)N1N=NC(=C1)C=1C=CC(=NC1)N)F 5-(1-(1-(4-(5-(difluoromethyl)-1,3,4-oxadiazol-2-yl)phenyl)-3-(pyrrolidin-1-yl)propyl)-1H-1,2,3-triazol-4-yl)pyridin-2-amine